((2S)-1-(((2S)-3-(8-acetyl-2-oxo-1,8-diazaspiro[4.5]dec-3-yl)-1-amino-1-oxopropan-2-yl)amino)-3-cyclohexyl-1-oxopropan-2-yl)-4-methoxy-1H-indole-2-carboxamide C(C)(=O)N1CCC2(CC(C(N2)=O)C[C@@H](C(=O)N)NC([C@H](CC2CCCCC2)N2C(=CC3=C(C=CC=C23)OC)C(=O)N)=O)CC1